C1(CC1)N1CCN(CC1)CC(=O)NC=1N=CC2=CC=C(C=C2C1)C1=CN=CN1C 2-(4-cyclopropylpiperazin-1-yl)-N-(6-(1-methyl-1H-imidazol-5-yl)isoquinolin-3-yl)acetamide